FC(C(C(=O)O)(CCCN)N)F 2-(difluoromethyl)-2,5-diaminopentanoic acid